(2-hydroxyethyl)-2-oxazolidinone OCCN1C(OCC1)=O